FC1=C(C=2N(C=C1)N=CN2)C#CC[C@H]2C[C@@H]1N(CCN(C1)C(=O)OC(C)(C)C)C2=O tert-butyl (7S,8aS)-7-(3-[7-fluoro-[1,2,4]triazolo[1,5-a]pyridin-8-yl]prop-2-yn-1-yl)-6-oxo-hexahydropyrrolo[1,2-a]pyrazine-2-carboxylate